4-(benzylsulfanyl)-2-[(3-chloro-4-fluorophenyl)[(3,3-difluorocyclobutyl)methoxy]methyl]-5-methyl-1H-imidazole C(C1=CC=CC=C1)SC=1N=C(NC1C)C(OCC1CC(C1)(F)F)C1=CC(=C(C=C1)F)Cl